methoxy-d3-3-pyridinecarbaldehyde C(OC1=NC=CC=C1C=O)([2H])([2H])[2H]